[Li+].C(C(=C)C)(=O)[O-].C(C(=C)C)(=O)[O-].[Zn+2] zinc dimethacrylate, lithium salt